4-((2-hydroxyethyl)sulfonamido)-N-(1-isopropyl-2-oxoindolin-6-yl)-2-(6-azaspiro[2.5]octan-6-yl)benzamide OCCS(=O)(=O)NC1=CC(=C(C(=O)NC2=CC=C3CC(N(C3=C2)C(C)C)=O)C=C1)N1CCC2(CC2)CC1